C1(=CC=CC=C1)C1(C2=CC=CC=C2C=2C(=CC=CC12)B1OC(C(O1)(C)C)(C)C)C=1C=NC=CC1 3-(9-phenyl-4-(4,4,5,5-tetramethyl-1,3,2-dioxaborolan-2-yl)-9H-fluoren-9-yl)pyridine